7-((4-(2-methyl-6-(methylcarbamoyl)pyridin-3-yl)piperazin-1-yl)methyl)-2,5-dihydro-4H-pyrrolo[3,4-c]quinolin-4-one CC1=NC(=CC=C1N1CCN(CC1)CC=1C=CC=2C=3C(C(NC2C1)=O)=CNC3)C(NC)=O